C(C)(C)(C)OC(=O)N1CC(N(CC1)C=1C=NN2C1C=CC(=C2)C=2C=NN(C2)C)=O 4-[6-(1-Methyl-1H-pyrazol-4-yl)pyrazolo[1,5-a]pyridin-3-yl]-3-oxopiperazine-1-carboxylic acid tert-butyl ester